6-(methoxymethyl)-1-methyl-4-[4-methyl-4-(5-methyl-1,3-benzooxazol-2-yl)piperidin-1-yl]-2-oxo-1,2-dihydroquinoline-3-carbonitrile COCC=1C=C2C(=C(C(N(C2=CC1)C)=O)C#N)N1CCC(CC1)(C=1OC2=C(N1)C=C(C=C2)C)C